3-(2-(2,6-dioxopiperidin-3-yl)-1,3-dioxoisoindolin-5-yl)propan-2-one O=C1NC(CCC1N1C(C2=CC=C(C=C2C1=O)CC(C)=O)=O)=O